ClC(C1=NC(=NO1)C=1C=CC(=NC1)CP(NC1=CC(=CC(=C1)F)F)(=O)C)(F)F P-((5-(5-(chlorodifluoromethyl)-1,2,4-oxadiazol-3-yl)pyridin-2-yl)methyl)-N-(3,5-difluorophenyl)-P-methylphosphinic amide